7-[5-(5-{3-oxa-7,9-diazabicyclo[3.3.1]nonan-7-yl}-1,3,4-thiadiazol-2-yl)-4-[(oxan-4-yl)amino]pyridin-2-yl]pyrrolo[1,2-b]pyridazine-3-carbonitrile C12COCC(CN(C1)C1=NN=C(S1)C=1C(=CC(=NC1)C1=CC=C3N1N=CC(=C3)C#N)NC3CCOCC3)N2